3-(pyridin-4-ylsulfanyl)isonicotinonitrile N1=CC=C(C=C1)SC1=C(C#N)C=CN=C1